O=C1NC(CCC1N1C(C2=CC=C(C=C2C1)C(=O)NC1=NC(=C2C(=N1)N(N=C2C)C(C)C)F)=O)=O 2-(2,6-dioxopiperidin-3-yl)-N-(4-fluoro-1-isopropyl-3-methyl-1H-pyrazolo[3,4-d]pyrimidin-6-yl)-1-oxoisoindoline-5-carboxamide